1-(5-triethoxysilyl-2-thia-pentyl)-3,4,6-trimethoxymethyl-tetrahydro-imidazo[4,5-d]imidazole-2,5-dione C(C)O[Si](CCCSCN1C(N(C2C1N(C(N2COC)=O)COC)COC)=O)(OCC)OCC